ClC=1C=C(C=C(C1)OC1=CC(=C(C=C1)Cl)F)NC(=O)C1=CC2=C(S1)C=CC(=C2)C(C)(C)S(=O)(=O)C N-(3-Chloro-5-(4-chloro-3-fluorophenoxy)phenyl)-5-(2-(methylsulfonyl)propan-2-yl)benzo[b]thiophen-2-carboxamid